6-bromo-8-fluoroimidazo[1,2-a]pyridine-2-carbaldehyde BrC=1C=C(C=2N(C1)C=C(N2)C=O)F